C(C)C(CNCC=1C=C2C(N(C=NC2=C(C1)C(F)(F)F)C1=CC(=CC=C1)C1(CC2(CC2)C1)C1=NN=CN1C)=O)CC 6-(((2-Ethylbutyl)amino)methyl)-3-(3-(5-(4-methyl-4H-1,2,4-triazol-3-yl)spiro[2.3]hexan-5-yl)phenyl)-8-(trifluoromethyl)quinazolin-4(3H)-one